FC1=C(C2=C(OCO2)C=C1)CN (5-fluorobenzo[d][1,3]dioxol-4-yl)methylamine